5-(chloromethyl)-1-(3,4-dimethylphenyl)-1H-tetrazole ClCC1=NN=NN1C1=CC(=C(C=C1)C)C